O=S1(N(CC(N1)=O)C1=C(C=C(CNC=2C=NC=C(C#N)C2)C=C1O)F)=O 5-((4-(1,1-dioxido-4-oxo-1,2,5-thiadiazolidin-2-yl)-3-fluoro-5-hydroxybenzyl)amino)nicotinonitrile